C1[C@@H](O1)CO (S)-glycidol